C(CC=C)N(C(OC(C)(C)C)=O)C1(CC1)C=C tert-Butyl 3-buten-1-yl(1-vinylcyclopropyl)carbamate